BrC=1C=C(C(=O)Cl)C=C(C1)C(F)(F)F 3-bromo-5-trifluoromethyl-benzoyl chloride